[I-].C1(CCCC1)C([N+]1(CCC=C(C1)C1=NSN=C1OCCCCCC)C)OC(CCCCCCCCCCCCCCC)=O 1-(Cyclopentyl(palmitoyloxy)methyl)-5-(4-(hexyloxy)-1,2,5-thiadiazol-3-yl)-1-methyl-1,2,3,6-tetrahydropyridin-1-ium iodide